OC1=CC=C(C=C1)CC(C(=O)O)NC 3-(4-hydroxyphenyl)-2-methylaminopropanoic acid